tert-butyl 17-hydroxy-3,6,9,12,15-pentaoxa-1-heptadecanoate OCCOCCOCCOCCOCCOCC(=O)OC(C)(C)C